N(=[N+]=[N-])CC1(COC1)CN=[N+]=[N-] 3,3-bis-azidomethyloxetane